1-[3-(5-{[(4-fluorophenyl)methyl](methyl)amino}-1-(furan-2-carbonyl)-4-methyl-1H-pyrazol-3-yl)-4-methylpiperidin-1-yl]-2-(morpholin-4-yl)ethan-1-one FC1=CC=C(C=C1)CN(C1=C(C(=NN1C(=O)C=1OC=CC1)C1CN(CCC1C)C(CN1CCOCC1)=O)C)C